N4-(4-(3,3-dimethyl-2,3-dihydro-1H-pyrrolo[3,2-b]pyridin-1-yl)pyridin-2-yl)-N1-(2-(dimethylamino)ethyl)-5-methoxy-N1-methylbenzene-1,2,4-triamine CC1(CN(C=2C1=NC=CC2)C2=CC(=NC=C2)NC=2C=C(C(=CC2OC)N(C)CCN(C)C)N)C